1-(5-(Isoindolin-2-ylmethyl)-2-((4-(methylsulfonyl)cyclohexyl)methoxy)phenyl)ethan-1-one C1N(CC2=CC=CC=C12)CC=1C=CC(=C(C1)C(C)=O)OCC1CCC(CC1)S(=O)(=O)C